5-(3-[[(2S)-2-[(tert-butoxycarbonyl)amino]-4-carbamoyl-butanamido]methyl]phenyl)pent-4-ynoic acid C(C)(C)(C)OC(=O)N[C@H](C(=O)NCC=1C=C(C=CC1)C#CCCC(=O)O)CCC(N)=O